methyl (1S,3S)-3-((tert-butoxycarbonyl)amino)cyclopentane-1-carboxylate C(C)(C)(C)OC(=O)N[C@@H]1C[C@H](CC1)C(=O)OC